t-butylisopropylpropylbenzene C(C)(C)(C)C=1C(=C(C=CC1)CCC)C(C)C